ClC1=CC=C(C(=N1)C)S(=O)(=O)N1CCC2(CC(C2)N2[C@H]3CO[C@@H](C2)C3)CC1 (1R,4R)-5-(7-((6-chloro-2-methylpyridin-3-yl)sulfonyl)-7-azaspiro[3.5]non-2-yl)-2-oxa-5-azabicyclo[2.2.1]heptane